N-[(2S)-3-hydroxy-3-methylbut-2-yl]-3-oxo-2-(1,2-thiazol-4-yl)-6-[4-(trifluoromethyl)phenyl]-2,3-dihydropyridazine-4-carboxamide OC([C@H](C)NC(=O)C=1C(N(N=C(C1)C1=CC=C(C=C1)C(F)(F)F)C=1C=NSC1)=O)(C)C